C(CCCCC(=O)OCC(COC(CC1CC2CCC(C1)O2)=O)(COC(CCCCC(=O)OCC\C=C/CCCCC)=O)CO)(=O)OCC\C=C/CCCCC O6-[2-(hydroxymethyl)-2-[[6-[(Z)-non-3-enoxy]-6-oxo-hexanoyl]oxymethyl]-3-[2-(8-oxabicyclo[3.2.1]octan-3-yl)acetyl]oxy-propyl] O1-[(Z)-non-3-enyl] hexanedioate